3-cyclopropyl-5-[5-[(1R)-1-(3,5-dimethyl-pyridazin-4-yl)ethoxy]-1H-indazol-3-yl]benzonitrile C1(CC1)C=1C=C(C#N)C=C(C1)C1=NNC2=CC=C(C=C12)O[C@H](C)C1=C(N=NC=C1C)C